4-([1,1'-biphenyl]-4-yloxy)aniline C1(=CC=C(C=C1)OC1=CC=C(N)C=C1)C1=CC=CC=C1